BrC1=NC=NN1C1OCCCC1 5-bromo-1-(tetrahydro-2H-pyran-2-yl)-1H-1,2,4-triazole